1,4-diisocyanato-3,3,5-trimethylcyclohexane N(=C=O)C1CC(C(C(C1)C)N=C=O)(C)C